2-methoxy-4-(3,3,3-trifluoropropylsulfonyl)aniline COC1=C(N)C=CC(=C1)S(=O)(=O)CCC(F)(F)F